tert-butyl (2-(4-bromo-2-fluoropyridin-3-yl)ethyl)carbamate BrC1=C(C(=NC=C1)F)CCNC(OC(C)(C)C)=O